Dihydroxybenzoic acid N-(4-hydroxy-3-methoxy-benzyl)amide mono-sodium salt [Na].OC1=C(C=C(CNC(C2=C(C(=CC=C2)O)O)=O)C=C1)OC